BrC1=NN(C2=CC(=CC=C12)[N+](=O)[O-])C 3-bromo-1-methyl-6-nitro-1H-indazole